COC(CC1=NC=NC(=C1OC)Cl)=O (6-chloro-5-methoxypyrimidin-4-yl)acetic acid methyl ester